ClC=1C=C(C(=O)O)C=C(C1F)C(F)(F)F 3-chloro-4-fluoro-5-(trifluoromethyl)benzoic acid